ClC1=C(C=CC=C1Cl)N1CCN(CC1)CCCCOC1=CC2=C(OCC(N2)=O)C=C1 6-(4-(4-(2,3-dichlorophenyl)piperazin-1-yl)butoxy)-2H-benzo(b)(1,4)oxazin-3(4H)-one